carbonyl-bis(triphenylphosphine) chloride [Cl-].C(=O)(P(C1=CC=CC=C1)(C1=CC=CC=C1)C1=CC=CC=C1)P(C1=CC=CC=C1)(C1=CC=CC=C1)C1=CC=CC=C1